1-((3-chloro-1-(2-hydroxyethyl)-1H-pyrrolo[2,3-b]pyridin-4-yl)methyl)-3-(4-methoxy-3-(pentyloxy)phenyl)tetrahydropyrimidin-2(1H)-one ClC1=CN(C2=NC=CC(=C21)CN2C(N(CCC2)C2=CC(=C(C=C2)OC)OCCCCC)=O)CCO